[Ru].[Ni] NICKEL-RUTHENIUM